FC1([C@H](C1)CNC1CCC(CC1)CS(=O)(=O)N1[C@H]2CC(C[C@@H]1CC2)NC(=O)C2=NOC(=C2)C2COC2)F N-((1R,3R,5S)-8-((((1r,4R)-4-(((2,2-difluorocyclopropyl)methyl)amino)cyclohexyl)methyl)sulfonyl)-8-azabicyclo[3.2.1]octan-3-yl)-5-(oxetan-3-yl)isoxazole-3-carboxamide